C(C)(C)(C)OC(=O)N1CC(N(CC1)C(NC=1SC(=C(N1)C1=CC(=CC=C1)C#N)C1=CC(=NC(=C1)C)C)=O)C1CC1 4-[[4-(3-cyanophenyl)-5-(2,6-dimethyl-4-pyridinyl)thiazol-2-yl]carbamoyl]-3-cyclopropyl-piperazine-1-carboxylic acid tert-butyl ester